ClC1=C2C(=C3C(=C4C(=NC3=C1)C1=CC3=C(C(N1C4)=O)COC([C@]3(O)CC)=O)CC(C(=O)N)(O)C3CC3)CCC2 (((S)-4-chloro-8-ethyl-8-hydroxy-9,12-dioxo-2,3,8,9,12,14-hexahydro-1H,11H-cyclopenta[f]pyrano[3',4':6,7]indolizino[1,2-b]quinolin-15-yl)methyl)-2-cyclopropyl-2-hydroxyacetamide